2,5-difluoro-6-[4-methyl-5-oxo-3-(trifluoromethyl)-1,2,4-triazol-1-yl]pyridine-3-carbonitrile FC1=NC(=C(C=C1C#N)F)N1N=C(N(C1=O)C)C(F)(F)F